9-(4-{4-amino-3-[4-(difluoromethanesulfonamido)-3-[(1S)-1-(4-fluorophenyl)ethoxy]phenyl]-1-methyl-1H-pyrazolo[4,3-c]pyridin-7-yl}-1H-pyrazol-1-yl)nonanoic acid NC1=NC=C(C2=C1C(=NN2C)C2=CC(=C(C=C2)NS(=O)(=O)C(F)F)O[C@@H](C)C2=CC=C(C=C2)F)C=2C=NN(C2)CCCCCCCCC(=O)O